tetrakis[pentafluorophenyl]borat FC1=C(C(=C(C(=C1[B-](C1=C(C(=C(C(=C1F)F)F)F)F)(C1=C(C(=C(C(=C1F)F)F)F)F)C1=C(C(=C(C(=C1F)F)F)F)F)F)F)F)F